ClC=1C=C(C=CC1Cl)NC(=O)N1[C@@H]2CC[C@H]1CC=1N=C(N=CC12)C1=CC=CC=C1 (5R,8S)-N-(3,4-dichlorophenyl)-2-phenyl-6,7,8,9-tetrahydro-5H-5,8-epiminocyclohepta[d]-pyrimidine-10-carboxamide